4,5-dihydropyrene C1=CC=C2CCC3=CC=CC4=CC=C1C2=C34